bis(para-aminocyclohexyl)methane dimesylate S(C)(=O)(=O)O.S(C)(=O)(=O)O.NC1CCC(CC1)CC1CCC(CC1)N